N1CNCC1 Imidazolidin